C(C1=CC=CC=C1)OC1=C(C(=CC(=C1)O)O)C(=O)N1CC2=CC=CC(=C2C1)OCC=1C=NC=NC1 (2-(benzyloxy)-4,6-dihydroxyphenyl)(4-(pyrimidin-5-ylmethoxy)isoindolin-2-yl)methanone